Methyl (3S)-1-[(2S)-3-(3-bromophenyl)-2-(tert-butoxycarbonylamino)propanoyl]-hexahydropyridazine-3-carboxylate BrC=1C=C(C=CC1)C[C@@H](C(=O)N1N[C@@H](CCC1)C(=O)OC)NC(=O)OC(C)(C)C